N-((3S,4S)-3-((6-(2,6-dichloro-3,5-dimethoxyphenyl)-9-trifluoromethyl-5,6-dihydropyrimido[5,4-c][1,8]naphthyridin-2-yl)amino)tetrahydro-2H-pyran-4-yl)acrylamide ClC1=C(C(=C(C=C1OC)OC)Cl)N1CC2=C(C=3C=C(C=NC13)C(F)(F)F)N=C(N=C2)N[C@@H]2COCC[C@@H]2NC(C=C)=O